butyl dihydronicotinate C(C1CN=CC=C1)(=O)OCCCC